O1C2=C(OCC1)C=C(C=C2)C2=C(C(N(C1=NC=CC=C21)CCN2CCOCC2)=O)C(=O)NC2CC1(C2)CCC1 (2,3-dihydrobenzo[b][1,4]dioxin-6-yl)-1-(2-morpholinoethyl)-2-oxo-N-(spiro[3.3]hept-2-yl)-1,2-dihydro-1,8-naphthyridine-3-carboxamide